CC(C)(C)[C@]1(CCN2C[C@@H]3C4=CC=CC=C4CCC5=C3C(=CC=C5)[C@H]2C1)O The molecule is an organic heteropentacyclic compound that is 2,3,4,4a,8,9,13b,14-octahydro-1H-benzo[6,7]cyclohepta[1,2,3-de]pyrido[2,1-a]isoquinoline substituted at position 3 by both hydroxy and tert-butyl groups. It has a role as a dopaminergic antagonist. It is an organic heteropentacyclic compound, a tertiary alcohol, a tertiary amino compound and an amino alcohol.